NC=1C=CC=C(C1C)C(=O)O 6-amino-toluic acid